C(=O)(O)CNC(\C=C/C(=O)O)=O N-(carboxymethyl)maleic amide